C(C)C1C(NC=2C=C(C=NC2C1)CN1CCN(CC1)C=1C=CC(=NC1)C(=O)NC([2H])([2H])[2H])=O 5-(4-((7-Ethyl-6-oxo-7,8-dihydro-1,5-naphthyridin-3-yl)methyl)piperazin-1-yl)-N-(Methyl-d3)pyridine-2-carboxamide